C(C)(=O)O[C@@H]1CC2=C(OC1(C)C)C=CC1=C2OC(C=C1)=O (9R,10R)-9-(acetoxy)-9,10-dihydro-8,8-dimethyl-2-oxo-2H,8H-benzo[1,2-b:3,4-b']dipyran